CC1CNC2=C(O1)N=CC(=C2C)NC2=C(C(NC=C2)=O)C(=O)NC2=CC=C(C=C2)N2CCN(CC2)C(CC)=O 4-((3,8-dimethyl-2,3-dihydro-1H-pyrido[2,3-b][1,4]oxazin-7-yl)amino)-2-oxo-N-(4-(4-propionylpiperazin-1-yl)phenyl)-1,2-dihydropyridine-3-carboxamide